[N+](=O)([O-])C1=CC=C(OCC=2N=CC=NC2)C=C1 (E)-5-((4-nitrophenoxy)methyl)pyrazine